2-(4-((2-(3-Amino-3-methylazetidin-1-yl)-4-(difluoromethyl)thiazol-5-yl)oxy)-3-fluorophenyl)-4-(2,6-difluorobenzyl)-2,4-dihydro-3H-1,2,4-triazol-3-one NC1(CN(C1)C=1SC(=C(N1)C(F)F)OC1=C(C=C(C=C1)N1N=CN(C1=O)CC1=C(C=CC=C1F)F)F)C